FC(OC=1C=CC(=NC1)S(=O)(=O)Cl)(F)F 5-(trifluoromethoxy)pyridine-2-sulfonyl chloride